methyl-9-[(3-methylphenyl)methyl]-1,5,9-triazacyclododecan CN1CCCNCCCN(CCC1)CC1=CC(=CC=C1)C